(1S,3S)-2,2-difluoro-3-((2-methyl-6-(3-methyl-4-(((4-(pyridin-3-yl)pyrimidin-2-yl)amino)methyl)isoxazol-5-yl)pyridin-3-yl)carbamoyl)-cyclopropane-1-carboxylic acid FC1([C@@H]([C@H]1C(NC=1C(=NC(=CC1)C1=C(C(=NO1)C)CNC1=NC=CC(=N1)C=1C=NC=CC1)C)=O)C(=O)O)F